IC1=CC=C(OCCNC/C=C/C(=O)N(C)C)C=C1 (E)-4-((2-(4-iodophenoxy)ethyl)amino)-N,N-dimethylbut-2-enamide